FC(C(=O)N[C@@H]1[C@H](C=C(C(=O)[O-])O[C@H]1[C@H](O)[C@H](O)CO)N1N=NC2=C1C=CC1=CC=CC=C12)(F)F.[Na+].CS(=O)(=O)C1CCNCC1 4-(methylsulfonyl)piperidine Sodium 2,6-anhydro-3,4,5-trideoxy-5-(2,2,2-trifluoroacetamido)-4-(3H-naphtho[1,2-d][1,2,3]triazol-3-yl)-D-glycero-D-galacto-non-2-enonate